N=1C=NN2C1C=CC(=C2)C2=C(N=C1N2CCN1)C=1SC=C(N1)C 2-(5-([1,2,4]Triazolo[1,5-a]pyridin-6-yl)-2,3-dihydro-1H-imidazo[1,2-a]imidazol-6-yl)-4-methylthiazole